COC1=CC=C(C=C1)C1=NOC(=N1)C1=CC=C(N=N1)NCCN1CCOCC1 6-(3-(4-methoxyphenyl)-1,2,4-oxadiazol-5-yl)-N-(2-morpholinoethyl)pyridazin-3-amine